C1(=CC=C(C=C1)B1OCC(O1)CS)B1OCC(O1)CS 1,4-phenylenebis(1,3,2-dioxaborolane-2,4-diyl)dimethanethiol